ClC=1C=CC(=C(C1)C1=NN(C=C1NC(=O)C=1C=NN2C1N=CC=C2)CC(=O)NCC(C)(C)O)OC N-(3-(5-chloro-2-methoxyphenyl)-1-(2-(2-hydroxy-2-methylpropylamino)-2-oxoethyl)-1H-pyrazol-4-yl)pyrazolo[1,5-a]pyrimidine-3-carboxamide